rac-N-((4R,5R)-4,7-dicyclopropyl-3-(hydroxymethyl)-6-oxo-1-(tetrahydro-2H-pyran-4-yl)-4,5,6,7-tetrahydro-1H-pyrazolo[3,4-b]pyridin-5-yl)-3-(trifluoromethyl)benzamide C1(CC1)[C@@H]1C2=C(N(C([C@@H]1NC(C1=CC(=CC=C1)C(F)(F)F)=O)=O)C1CC1)N(N=C2CO)C2CCOCC2 |r|